C(C)(C)(C)OC(=O)N1CC(C=CC1)N 3-amino-3,6-dihydro-2H-pyridine-1-carboxylic acid tert-butyl ester